allyl-phosphonic acid C(C=C)P(O)(O)=O